OC1=C(C(=CC(=C1)C(F)(F)F)C)C1=CC2=C(N=N1)N(CC2)[C@@H]2CCC(NC2)=O (5R)-5-[3-[2-hydroxy-6-methyl-4-(trifluoromethyl)phenyl]-5,6-dihydropyrrolo[2,3-c]pyridazin-7-yl]piperidin-2-one